molybdenum 1,2-propanediol C(C(C)O)O.[Mo]